2-ethynyl-3,5-difluoro-4-iodopyridine C(#C)C1=NC=C(C(=C1F)I)F